tert-butyl 2'-(3-(methoxycarbonyl)-5-methylphenyl)-3,6-dihydro-[4,4'-bipyridine]-1(2H)-carboxylate COC(=O)C=1C=C(C=C(C1)C)C1=NC=CC(=C1)C=1CCN(CC1)C(=O)OC(C)(C)C